N1=CC(=CC=C1)N1CCC(CC1)C(=O)O 1-(3-pyridinyl)-4-Piperidinecarboxylic acid